Methyl 2,3,4,5-tetrahydropyridazine-4-carboxylate N=1NCC(CC1)C(=O)OC